6-chloropyridine-2-carbothioamide ClC1=CC=CC(=N1)C(N)=S